(S)-2-amino-N-(quinolin-3-yl)propanamide N[C@H](C(=O)NC=1C=NC2=CC=CC=C2C1)C